CC1=CC=CC(=N1)N1C(=CC=C1)C=O 1-(6-methyl-pyridine-2-yl)-1H-pyrrole-2-formaldehyde